3-amino-N-[(6S)-2-[(3S,4S)-3-amino-4-(propan-2-yloxy)pyrrolidin-1-yl]-5,6,7,8-tetrahydroquinazolin-6-yl]-4,6-dimethylthieno[2,3-b]pyridine-2-carboxamide NC1=C(SC2=NC(=CC(=C21)C)C)C(=O)N[C@@H]2CC=1C=NC(=NC1CC2)N2C[C@@H]([C@H](C2)OC(C)C)N